4-(2-(4-(2-acetyl-5-chlorophenyl)-5-methoxy-2-oxopyridin-1(2H)-yl)-3-(4-(cyclopropylcarbamoylamino)phenyl)propionylamino)benzoic acid C(C)(=O)C1=C(C=C(C=C1)Cl)C1=CC(N(C=C1OC)C(C(=O)NC1=CC=C(C(=O)O)C=C1)CC1=CC=C(C=C1)NC(NC1CC1)=O)=O